4-ethyl-3-(N-(5-(methylsulfonyl)-2-(pyrrol-1-yl)phenyl)sulfamoyl)benzoic Acid C(C)C1=C(C=C(C(=O)O)C=C1)S(NC1=C(C=CC(=C1)S(=O)(=O)C)N1C=CC=C1)(=O)=O